FC=1C=C(C=C(C1OCC1(CCC1)O)F)C=1C=C(C=2N=CN=C(C2N1)N[C@@H]1CNCCC1)C(=O)N (S)-6-(3,5-difluoro-4-((1-hydroxycyclobutyl)methoxy)phenyl)-4-(piperidin-3-ylamino)pyrido[3,2-d]pyrimidine-8-carboxamide